C(C1=CC=CC=C1)OC=1C(=C(C=CC1)CNC)C1OCCO1 {[3-(benzyloxy)-2-(1,3-dioxolan-2-yl)phenyl]methyl}(methyl)amine